NC1=C(N=CC(=N1)N1CCC2(CC1)CC1=CC=C(C=C1[C@H]2N[S@](=O)C(C)(C)C)OC)SC2=C(C(=NC=C2)N)Cl (R)-N-((S)-1'-(6-amino-5-((2-amino-3-chloropyridin-4-yl)thio)pyrazin-2-yl)-5-methoxy-1,3-dihydrospiro[indene-2,4'-piperidin]-3-yl)-2-methylpropane-2-sulfinamide